NC1=CC=C(C=N1)N1CCN(CC1)C1=CC=C(C=N1)C(=O)OC methyl 6-[4-(6-amino-3-pyridyl)piperazin-1-yl]pyridine-3-carboxylate